FC(OC1=CC=CC=2C(N([C@H]3C=4N([C@@H](C21)C3)C3=C(N4)C=CC(=C3)C#CC=3C=NN(C3)C)C([2H])([2H])[2H])=O)F (7R,14R)-1-(difluoromethoxy)-6-(methyl-d3)-11-((1-methyl-1H-pyrazol-4-yl)ethynyl)-6,7-dihydro-7,14-methanobenzo[f]benzo[4,5]imidazo[1,2-a][1,4]diazocin-5(14H)-one